N-(3-(pyridin-4-ylamino)phenyl)-4-(quinolin-4-ylamino)benzamide N1=CC=C(C=C1)NC=1C=C(C=CC1)NC(C1=CC=C(C=C1)NC1=CC=NC2=CC=CC=C12)=O